5-[(3-bromophenyl)methyl]-4-methyl-1,2,4-triazole-3-thiol BrC=1C=C(C=CC1)CC=1N(C(=NN1)S)C